CSC=1C2=C(N=CN1)C=CC(=N2)N2[C@@H]1CN([C@H](C2)C1)C(=O)OC(C)(C)C (1S,4S)-tert-butyl 5-(4-(methylthio)pyrido[3,2-d]pyrimidin-6-yl)-2,5-diazabicyclo[2.2.1]heptane-2-carboxylate